6-hydroxy-2-methyl-7-(6-(methyl(2,2,6,6-tetramethylpiperidin-4-yl)amino)pyridazin-3-yl)isoquinolin-1(2H)-one OC=1C=C2C=CN(C(C2=CC1C=1N=NC(=CC1)N(C1CC(NC(C1)(C)C)(C)C)C)=O)C